N-((1-((2-(3,5-dichloro-phenyl)-6-((2-(4-(3-(methylsulfonyl)propyl)piperazin-1-yl)pyrimidin-5-yl)oxy)pyridin-4-yl)methyl)piperidin-4-yl)methyl)acetamide ClC=1C=C(C=C(C1)Cl)C1=NC(=CC(=C1)CN1CCC(CC1)CNC(C)=O)OC=1C=NC(=NC1)N1CCN(CC1)CCCS(=O)(=O)C